tert-butyl (2R,4R)-2-(5-fluoro-2-methoxyphenyl)-4-hydroxypyrrolidine-1-carboxylate FC=1C=CC(=C(C1)[C@@H]1N(C[C@@H](C1)O)C(=O)OC(C)(C)C)OC